[N+](=O)([O-])C1=CC=C(C[NH-])C=C1 p-Nitro-Benzyl-Amide